C(C1=CC=CC=C1)OC=1C=C(C#N)C=C(C1C(=O)N1CC2=C(C=CC=C2CC1)N[C@H]1COCC1)O (R)-3-(Benzyloxy)-5-hydroxy-4-(8-((tetrahydrofuran-3-yl)amino)-1,2,3,4-tetrahydroisoquinoline-2-carbonyl)benzonitrile